(5-amino-6-(cyclopropanesulfonamido)-6-oxohexyl)carbamate NC(CCCCNC([O-])=O)C(=O)NS(=O)(=O)C1CC1